C(#CC)C(CNC(O)=O)CC.CC(C)(CC(CCC(CCC(CC(C)(C)C)C)CCC(CC(C)(C)C)C)C)C 2,2,4,10,12,12-hexamethyl-7-(3,5,5-trimethylhexyl)tridecane 2-propynyl-butyl-carbamat